2-bromo-4-chloro-3-fluoro-1-iodobenzene BrC1=C(C=CC(=C1F)Cl)I